C(C1=CC=CC=C1)N1N=C2C(N(CCC2=C1Cl)[C@@H]1C(N(C=2C=C3C=NNC3=CC2OC1)C)=O)=O (S)-7-(2-benzyl-3-chloro-7-oxo-2,4,5,7-tetrahydro-6H-pyrazolo[3,4-c]pyridin-6-yl)-5-methyl-1,5,7,8-tetrahydro-6H-[1,4]oxazepino[3,2-f]indazol-6-one